(2S,4R)-N-[(R)-[4-(3,3-difluorocyclobutyl)-3-fluorophenyl](phenyl)methyl]-1-{2-[(dimethylcarbamoyl)amino]acetyl}-4-fluoropyrrolidine-2-carboxamide FC1(CC(C1)C1=C(C=C(C=C1)[C@H](NC(=O)[C@H]1N(C[C@@H](C1)F)C(CNC(N(C)C)=O)=O)C1=CC=CC=C1)F)F